C(C)(C)(C)OC(=O)N1CC2=CC(=CC(=C2C1)C1=C(C(=O)O)C=C(C=C1)C#N)NCC1CCOCC1 2-(2-(tert-butoxycarbonyl)-6-(((tetrahydro-2H-pyran-4-yl)methyl)amino)-isoindolin-4-yl)-5-cyanobenzoic acid